ClC=1C(=C(C=CC1)[C@H](C)N1CCC(CC1)(C(=O)O)CC1=NC(=CC=C1F)NC1=NNC(=C1)C)F (S)-1-(1-(3-chloro-2-fluorophenyl)ethyl)-4-((3-fluoro-6-((5-methyl-1H-pyrazol-3-yl)amino)pyridine-2-yl)methyl)piperidine-4-carboxylic acid